ClC=1C=C(C=C(C1)Cl)C=1C(=CC=C2C(=C(C=NC12)NC(=O)C1=CC=NC2=CC=CC=C12)N1CCOCC1)F N-(8-(3,5-dichlorophenyl)-7-fluoro-4-morpholinoquinolin-3-yl)quinoline-4-carboxamide